3-(isoquinolin-4-yl)-1-(1-(methylsulfonyl)azetidin-3-yl)-2-oxoimidazoline-4-carbonitrile C1=NC=C(C2=CC=CC=C12)N1C(N(CC1C#N)C1CN(C1)S(=O)(=O)C)=O